CC1=CC=C(C=C1)C=1C=CC2=C(N(N=N2)C2=CC(=C(C(=C2)OC)OC)OC)C1 6-(4-methylphenyl)-1-(3,4,5-trimethoxyphenyl)-1H-benzo[d][1,2,3]triazole